C(C)(C)(C)[Si](OC[C@@H]1C([C@@H]2[C@@H](OC(O2)(C)C)O1)=O)(C1=CC=CC=C1)C1=CC=CC=C1 (3ar,5r,6as)-5-((((tert-butyldiphenyl-silyl))oxy)methyl)-2,2-dimethyldihydrofuro[2,3-d][1,3]dioxol-6(5H)-one